water aluminium hydroxide [OH-].[Al+3].O.[OH-].[OH-]